[N+](=O)([O-])C1=CC=C(C=C1)C1CCN(CC1)CC1=C2CCN(CC2=CC=C1)C(=O)OC(C)(C)C tert-butyl 5-[[4-(4-nitrophenyl)-1-piperidyl]methyl]-3,4-dihydro-1H-isoquinoline-2-carboxylate